O[C@H](C(=O)C1=CC=C(C=C1)OCCO)C L-2-hydroxy-4'-(2-hydroxyethoxy)-2-methylacetophenone